2,4-dichloro-resorcinol ClC1=C(O)C=CC(=C1O)Cl